6-fluoro-N5,N5-bis(4-methoxybenzyl)-7-(4-methylpyridin-3-yl)quinazoline-2,5-diamine FC1=C(C=2C=NC(=NC2C=C1C=1C=NC=CC1C)N)N(CC1=CC=C(C=C1)OC)CC1=CC=C(C=C1)OC